8-cyclopentyl-6-((2,2-difluoroethyl)amino)-7-oxo-7,8-dihydropterin C1(CCCC1)N1C(C(=NC=2C(NC(=NC12)N)=O)NCC(F)F)=O